cadmium 1,4-cyclohexanedicarboxylate C1(CCC(CC1)C(=O)[O-])C(=O)[O-].[Cd+2]